C(CC)[Sn](CCC)CCC tripropyl-tin